CC(C)(OC(NCCOCCOCCNC(CCS(=O)(=O)O)=O)=O)C 2,2-dimethyl-4,15-dioxo-3,8,11-trioxa-5,14-diazaheptadecane-17-sulfonic acid